4-(1-fluorovinyl)-1-naphthoic acid FC(=C)C1=CC=C(C2=CC=CC=C12)C(=O)O